chlorobutenate ClC(C(=O)[O-])=CC